methyl 3-(imidazo[1,2-a]pyridin-7-yl)-3-oxopropanoate N=1C=CN2C1C=C(C=C2)C(CC(=O)OC)=O